tert-butyl 4-[[3-[[4-[[(7R)-8-cyclopentyl-7-ethyl-5-methyl-6-oxo-7H-pteridin-2-yl]amino]-3-methoxy-benzoyl]amino]azetidin-1-yl]methyl]piperidine-1-carboxylate C1(CCCC1)N1[C@@H](C(N(C=2C=NC(=NC12)NC1=C(C=C(C(=O)NC2CN(C2)CC2CCN(CC2)C(=O)OC(C)(C)C)C=C1)OC)C)=O)CC